CO[C@@H](C)C1=C(C(=O)N)C=CC(=C1)C ((S)-1-methoxyethyl)-4-methylbenzamide